iodocopper(I) I[Cu]